tert-butyl ((3R,5S)-1-(8-cyanoquinolin-5-yl)-5-methylpiperidin-3-yl)carbamate C(#N)C=1C=CC(=C2C=CC=NC12)N1C[C@@H](C[C@@H](C1)C)NC(OC(C)(C)C)=O